CC1=NOC(=C1C1=CC(=C2C=3N(C(COC31)C3=NC=CC=C3)C(N2)=O)C=2C(=NNC2C)C)C 7-(3,5-dimethylisoxazol-4-yl)-9-(3,5-dimethyl-1H-pyrazol-4-yl)-4-pyridin-2-yl-4,5-dihydroimidazo[1,5,4-de][1,4]benzoxazin-2(1H)-one